[Mn](=O)(=O)([O-])[O-].[Co+2].[Fe+2].[Na+] sodium iron cobalt manganate